[C@H]12CN(C[C@H](CC1)N2)C=2C1=C(N=C(N2)OC[C@H]2N(CCC2)C)C(=C(N=C1)C1=CC=CC2=CC=CC(=C12)C)F 4-((1R,5S)-3,8-diazabicyclo[3.2.1]octan-3-yl)-8-fluoro-7-(8-methylnaphthalen-1-yl)-2-(((S)-1-methylpyrrolidin-2-yl)methoxy)pyrido[4,3-d]pyrimidine